1-((2-methyl-1,2,3,4-tetrahydroisoquinolin-7-yl)methyl)-1H-pyrazole-4-carboxamide CN1CC2=CC(=CC=C2CC1)CN1N=CC(=C1)C(=O)N